3-methoxy-4-acetoxybenzaldehyde COC=1C=C(C=O)C=CC1OC(C)=O